ethyl 5-((4-((6,7-dimethoxyquinolin-4-yl) oxy)-3-fluorophenyl) carbamoyl)-1-(4-fluorophenyl)-3-isopropyl-6-oxo-1,6-dihydropyridine-2-carboxylate COC=1C=C2C(=CC=NC2=CC1OC)OC1=C(C=C(C=C1)NC(=O)C1=CC(=C(N(C1=O)C1=CC=C(C=C1)F)C(=O)OCC)C(C)C)F